trifluoro-4-(2-methylbut-3-yn-2-yl)-6-(perfluorophenyl)-2H-benzo[b][1,4]oxazin-3(4H)-one FC1=C(C(=C(C2=C1OCC(N2C(C)(C#C)C)=O)F)C2=C(C(=C(C(=C2F)F)F)F)F)F